Beta-asarone C\C=C/C1=C(OC)C=C(OC)C(OC)=C1